ClC1=C(C(=CC=C1)F)N1C(C2=CC(=C(C=C2CC1)N1N=C(N(C1=O)CC)CO)F)=O 2-(2-chloro-6-fluorophenyl)-6-(4-ethyl-3-(hydroxymethyl)-5-oxo-4,5-dihydro-1H-1,2,4-triazol-1-yl)-7-fluoro-3,4-dihydroisoquinolin-1(2H)-one